3-Methylthiophene CC1=CSC=C1